(2,7-dimethyl-octahydro-1H-cyclopenta[c]pyridin-4-yl)methanol CN1CC2C(C(C1)CO)CCC2C